FC1=C(N=C2N(C1=O)CC[C@H](N2CC(CCC(C)C)=O)C(F)(F)F)N2[C@@H](COCC2)C (S)-3-Fluoro-2-((R)-3-methylmorpholin-4-yl)-9-(5-methyl-2-oxohexyl)-8-trifluoromethyl-6,7,8,9-tetrahydropyrimido[1,2-a]pyrimidin-4-one